NC1=C(C=C(C=N1)C1=CC=C(C=C1)C(=O)N1C[C@@H](CC1)N(C)C)OCC1=CC=C(C=C1)C(C)(C)C {4-[6-amino-5-(4-tert-butyl-benzyloxy)-pyridin-3-yl]-phenyl}-[(3R)-3-dimethylamino-pyrrolidin-1-yl]-methanone